OCCN1C(C2=CC=CC=C2CC1(C(F)(F)F)NC1=C(C=CC=C1)[N+](=O)[O-])=O 2-(2-Hydroxyethyl)-3-((2-nitrophenyl)amino)-3-(trifluoromethyl)-3,4-dihydroisoquinolin-1(2H)-one